3-(6-[[(benzyloxy) carbonyl] amino]-3-cyano-5,6,7,8-tetrahydronaphthalen-2-yl)-3,8-diazabicyclo[3.2.1]octane-8-carboxylate C(C1=CC=CC=C1)OC(=O)NC1CC=2C=C(C(=CC2CC1)N1CC2CCC(C1)N2C(=O)[O-])C#N